methyl 4-[4-benzyloxy-2-(1,1-dimethyl-3-oxo-propyl)-1-(4-fluorophenyl)indol-3-yl]benzoate C(C1=CC=CC=C1)OC1=C2C(=C(N(C2=CC=C1)C1=CC=C(C=C1)F)C(CC=O)(C)C)C1=CC=C(C(=O)OC)C=C1